C(C)C1=C(C=CC=C1F)NC1=C(NC2=C1C(NCC2)=O)C2=C(C=NC=C2)OC[C@@H]2N(CCC2)C(=O)OC(C)(C)C tert-butyl (2R)-2-{[(4-{3-[(2-ethyl-3-fluorophenyl)amino]-4-oxo-1H,5H,6H,7H-pyrrolo[3,2-c]pyridin-2-yl}pyridin-3-yl)oxy]methyl}pyrrolidine-1-carboxylat